BrC1=C(C(=CC=C1)Br)N1C=CC=C1 1-(2,6-dibromophenyl)-1H-pyrrole